O1C(OCC1)C1N(CCCC1)C1=CC(=CC=C1)[N+](=O)[O-] (1,3-Dioxolan-2-yl)-1-(3-nitrophenyl)piperidine